3-oxo-6-[6-(trifluoromethyl)pyridin-3-yl]-2,3-dihydropyridazine-4-carboxylic acid O=C1NN=C(C=C1C(=O)O)C=1C=NC(=CC1)C(F)(F)F